C(C)(C)N(CC[C@H](C1=CC=CC=C1)C1=C(C=CC(=C1)CO)O)C(C)C (R)-N,N-diisopropyl-3-(2-hydroxy-5-hydroxymethylphenyl)-3-phenylpropanamine